O=C1N(CC2=CC(=CC=C12)CN1CCN(CC1)C=1C2=C(N=CN1)SC=C2C2=CC=CC=C2)C2C(NC(CC2)=O)=O 3-(1-oxo-5-((4-(5-phenylthieno[2,3-d]pyrimidin-4-yl)piperazin-1-yl)methyl)isoindolin-2-yl)piperidine-2,6-dione